FC=1C=C(C=C(C1)C(F)(F)F)C=1C=C2C=CN(C2=C(C1)C(=O)NCC1=CC=C(C(=O)O)C=C1)CC1=CC=C(C=C1)C(F)(F)F 4-((5-(3-fluoro-5-(trifluoromethyl)phenyl)-1-(4-(trifluoromethyl)benzyl)-1H-indole-7-carboxamido)methyl)benzoic acid